C(C)(C)(C)OC(=O)N(CCC=1C=C(C=CC1)S(=O)O)C 3-{2-[(tert-butoxycarbonyl)(methyl)amino]ethyl}benzenesulfinic acid